4-(Bromomethyl)benzoic acid, methyl ester BrCC1=CC=C(C(=O)OC)C=C1